5-((4-(4-(1-(2-(2,6-dioxopiperidin-3-yl)-1,3-dioxoisoindoline-5-yl)pyrrolidine-3-carbonyl)piperazin-1-yl)phenyl)amino)-3-(piperidin-1-yl)-1,2,4-triazine-6-carboxamide O=C1NC(CCC1N1C(C2=CC=C(C=C2C1=O)N1CC(CC1)C(=O)N1CCN(CC1)C1=CC=C(C=C1)NC=1N=C(N=NC1C(=O)N)N1CCCCC1)=O)=O